N1(N=CN=C1)CC(C(=O)NC1CCN(CC1)C1=NC(=NC=C1)Cl)C(C1=CC=CC=C1)=O ((1H-1,2,4-triazol-1-yl)methyl)-N-(1-(2-chloropyrimidin-4-yl)piperidin-4-yl)-3-oxo-3-phenylpropanamide